O=C1C2=C(OCC3=C1C=CC=C3)C=CC(=C2)CC(=O)OC(C)(C)C tert-butyl 11-oxo-6,11-dihydrodibenzo[b,e]oxepin-2-acetate